ClP(OC)Cl dichloro(methoxy)phosphine